O1CCN(CC1)C1=NN(C=C1C(=O)OCC)C1=NC=C(C=C1)C(F)(F)F ethyl 3-morpholino-1-(5-(trifluoromethyl) pyridin-2-yl)-1H-pyrazole-4-carboxylate